1-methyl-N-(1-(2-(trifluoromethoxy)phenyl)ethyl)-1H-indazole-6-carboxamide CN1N=CC2=CC=C(C=C12)C(=O)NC(C)C1=C(C=CC=C1)OC(F)(F)F